ClC(C(F)(F)F)(F)F 1-chloro-1,1,2,2,2-pentafluoroethane